BrC1=CC=C(C=2N=C(OC21)N2CC1CCCC(C2)N1C(=O)OC(C)(C)C)C tert-Butyl 3-(7-bromo-4-methylbenzo[d]oxazol-2-yl)-3,9-diazabicyclo[3.3.1]nonane-9-carboxylate